C12C(CC(CC1)C2)C2=NC(=NO2)C2=C(C(=O)O)C=CC=C2 (5-(bicyclo[2.2.1]heptan-2-yl)-1,2,4-oxadiazol-3-yl)benzoic acid